methyl 5-((4-(benzylamino)-5-methylpyrimidin-2-yl)amino)-2-bromobenzoate C(C1=CC=CC=C1)NC1=NC(=NC=C1C)NC=1C=CC(=C(C(=O)OC)C1)Br